4-(2-(1,2-Dihydroxyethyl)-5-(methoxycarbonyl)-4-nitrophenyl)-3-(hydroxymethyl)piperazine-1-carboxylic acid tert-butyl ester C(C)(C)(C)OC(=O)N1CC(N(CC1)C1=C(C=C(C(=C1)C(=O)OC)[N+](=O)[O-])C(CO)O)CO